C(C)(C)C=1SC(=CN1)C1=CC(=NC=C1)NC[C@@H]1CC[C@H](CC1)C1=CC(=C(C=C1)OC)C 4-(2-Isopropylthiazol-5-yl)-N-((trans-4-(4-methoxy-3-methylphenyl)cyclohexyl)methyl)pyridin-2-amine